4-(2,6-difluoro-4-(3-(1-(piperidin-4-yl)-1H-pyrazol-4-yl)quinoxalin-5-yl)benzyl)morpholine dihydrochloride Cl.Cl.FC1=C(CN2CCOCC2)C(=CC(=C1)C1=C2N=C(C=NC2=CC=C1)C=1C=NN(C1)C1CCNCC1)F